2-(3,5-difluorophenoxy)-8-fluorobicyclo[4.2.0]octa-1,3,5-trien-7-one FC=1C=C(OC2=C3C(C(C3=CC=C2)=O)F)C=C(C1)F